ethyl-((2-(4-(3-ethoxy-N-(3-methylbenzyl) benzoylamino) phenyl) acetamido) methyl) benzoate C(C1=CC=CC=C1)(=O)OC(NC(CC1=CC=C(C=C1)N(CC1=CC(=CC=C1)C)C(C1=CC(=CC=C1)OCC)=O)=O)CC